6-iodo-3,4-bis(2-methoxyethoxy)benzoic acid ethyl ester C(C)OC(C1=CC(=C(C=C1I)OCCOC)OCCOC)=O